(S)-4,11-diethyl-8-fluoro-4,9-dihydroxy-1,12-dihydro-14H-pyrano[3',4':6,7]indolizino[1,2-b]quinoline-3,14(4H)-dione C(C)[C@]1(C(OCC=2C(N3CC=4C(=NC=5C=C(C(=CC5C4CC)O)F)C3=CC21)=O)=O)O